(1R,2S,5S)-3-[(2S)-3,3-dimethyl-2-[[6-(trifluoromethyl)pyridazin-3-yl]amino]butanoyl]-6,6-dimethyl-3-azabicyclo[3.1.0]hexane-2-carboxylic acid CC([C@@H](C(=O)N1[C@@H]([C@H]2C([C@H]2C1)(C)C)C(=O)O)NC=1N=NC(=CC1)C(F)(F)F)(C)C